ClC1=C(OCC#N)C=CC(=C1F)C1=CN=C2N1C=CN=C2NC2=CC(=C(C=C2)C(=O)N2CCN(CC2)C(=O)[C@H]2NC[C@@H](C2)O)C 2-[2-chloro-3-fluoro-4-[8-[4-[4-[(2S,4R)-4-hydroxypyrrolidine-2-carbonyl]piperazine-1-carbonyl]-3-methylanilino]imidazo[1,2-a]pyrazin-3-yl]phenoxy]acetonitrile